2-(β-hydroxyethyloxy)-p-phenylenediamine dihydrochloride Cl.Cl.OCCOC1=C(C=CC(=C1)N)N